(2S)-2-[1-(cyclopropylacetyl)-1,2,3,4-tetrahydroquinolin-6-yl]-N-(4-fluorophenyl)propanamide C1(CC1)CC(=O)N1CCCC2=CC(=CC=C12)[C@@H](C(=O)NC1=CC=C(C=C1)F)C